1-(piperidine-3-yl)-3-(trifluoromethyl)imidazoline 3,6,9,12,15-pentaoxaheptadec-16-enyl-2-aminoacetate C(COCCOCCOCCOCCOC=C)OC(CN)=O.N1CC(CCC1)N1CN(CC1)C(F)(F)F